NC(CCP(O)(=O)CP(=O)(O)O)C(=O)O (3-amino-3-carboxypropyl)-(phosphonomethyl)phosphinic acid